C1COCC(C1)C(=O)[O-] 3,3-dioxane-5-carboxylate